FC1=C(CN2C(=NC3=C2NC(CN3)C=3C2=C(C(N(C3)C)=O)NC=C2)C)C=CC(=C1)Cl 4-(1-(2-fluoro-4-chlorobenzyl)-2-methyl-1H-imidazo[4,5-b]piperazin-6-yl)-6-methyl-1H-pyrrolo[2,3-c]pyridin-7(6H)-one